2-(4-(6-(bicyclo[2.2.2]octan-1-ylmethoxy)pyridin-2-yl)phenyl)acetic Acid C12(CCC(CC1)CC2)COC2=CC=CC(=N2)C2=CC=C(C=C2)CC(=O)O